methylphenyl-cyclopentasiloxane C[Si]1(O[SiH2]O[SiH2]O[SiH2]O[SiH2]O1)C1=CC=CC=C1